OC[N+]1(CCCCC1)C (hydroxymethyl)-1-methylpiperidin-1-ium